C(C)N(CCCNC(=O)C1=CC2=C(N3C(S2)=NC(=C3)C3=CC=C(C=C3)[C@H]3NCCC3)C=C1)CC (S)-N-(3-(diethylamino)propyl)-2-(4-(pyrrolidin-2-yl)phenyl)benzo[d]imidazo[2,1-b]thiazole-7-carboxamide